BrC=1C(=CC(=C(C1)NNC1CCCCCC1)I)F 1-(5-bromo-4-fluoro-2-iodophenyl)-2-cycloheptylhydrazine